4-decyloxymethoxy-1-methylbutylmagnesium iodide C(CCCCCCCCC)OCOCCCC(C)[Mg]I